4-(benzyloxy)-2-methoxybenzoic acid C(C1=CC=CC=C1)OC1=CC(=C(C(=O)O)C=C1)OC